FC=1C=C(C=CC1OC1=NC=CC(=N1)C)C1=C(N(C=2N=C(N=C(C21)N)[2H])C)I 5-(3-Fluoro-4-((4-methylpyrimidin-2-yl)oxy)phenyl)-6-iodo-7-methyl-7H-pyrrolo[2,3-d]pyrimidin-4-amine-2-d